{3-[(5R,8aS)-1-(1-methanesulfonyl-1-methyl-ethyl)-5-methyl-5,6,8a,9-tetrahydro-8H-7,10-dioxa-2,4,4b-triazaphenanthren-3-yl]-phenyl}-methanol CS(=O)(=O)C(C)(C)C1=NC(=NC=2N3[C@@H](COC[C@H]3COC12)C)C=1C=C(C=CC1)CO